3-(2-aminobenzo[d]oxazol-6-yl)-6-(2-fluoro-5-(trifluoromethoxy)benzyl)-7,8-dihydro-1,6-naphthyridin-5(6H)-one NC=1OC2=C(N1)C=CC(=C2)C=2C=NC=1CCN(C(C1C2)=O)CC2=C(C=CC(=C2)OC(F)(F)F)F